3-methyl-3H-imidazo[4,5-b]Pyridine-5-sulfonyl chloride CN1C=NC=2C1=NC(=CC2)S(=O)(=O)Cl